trans-1,2-Dichloroethen Cl\C=C\Cl